N,N'-diphenyl-[1,1-biphenyl]-4,4'-diamine C1(=CC=CC=C1)NC1=CC=C(C=C1)C1=CC=C(C=C1)NC1=CC=CC=C1